N1=CC=C(C=C1)NC(=O)C=1N=NN(C1)CC1=CC=C(C=C1)C1=NOC(=N1)C(F)(F)F N-(4-pyridyl)-1-[[4-[5-(trifluoromethyl)-1,2,4-oxadiazol-3-yl]phenyl]methyl]triazole-4-carboxamide